6-(3-amino-6-(4-(4-(cyclopropylmethyl)piperazin-1-yl)phenyl)-5-fluoropyrazin-2-yl)-4-chloro-3-methylisoquinolin-1(2H)-one NC=1C(=NC(=C(N1)F)C1=CC=C(C=C1)N1CCN(CC1)CC1CC1)C=1C=C2C(=C(NC(C2=CC1)=O)C)Cl